eugenole C=1(C(O)=CC=C(CC=C)C1)OC